3-(4-(4-((5-Bromopyridin-2-yl)oxy)butoxy)-1-oxoisoindolin-2-yl)piperidine-2,6-dione BrC=1C=CC(=NC1)OCCCCOC1=C2CN(C(C2=CC=C1)=O)C1C(NC(CC1)=O)=O